N-((1-(2-Oxaspiro[3.3]heptan-6-yl)pyrrolidin-3-yl)methyl)-1-(3-(4-Methoxyphenyl)-1,2,4-oxadiazol-5-yl)piperidin-4-carboxamid C1OCC12CC(C2)N2CC(CC2)CNC(=O)C2CCN(CC2)C2=NC(=NO2)C2=CC=C(C=C2)OC